4-(3,4-bis(mercaptomethylthio)-6-mercapto-2,5-dithiahexylthio)-5-mercaptomethylthio-1,3-dithiacyclopentane SCSC(SCSC1SCSC1SCS)C(SCS)SCS